FC(SC(C1=CC=CC=C1)O)(F)F trifluoromethylthio-benzyl alcohol